FC=1C=C2CCN(CC2=CC1)NC1=C(C=CC=C1C)C (6-fluoro-3,4-dihydroisoquinolin-2(1H)-yl)-2,6-dimethylaniline